1,2-dibromo-ethane BrCCBr